2-(5-(3,5-dichloro-4-fluorophenyl)-5-(trifluoromethyl)-4,5-dihydroisoxazol-3-yl)-N-isobutyl-2,3-dihydro-1H-pyrrolo[3,4-c]pyridine-6-carboxamide ClC=1C=C(C=C(C1F)Cl)C1(CC(=NO1)N1CC=2C=NC(=CC2C1)C(=O)NCC(C)C)C(F)(F)F